({3-Hydroxy-5-[3-(2H-tetrazol-5-yl)-phenyl]-pyridine-2-carbonyl}-amino)-acetic acid methyl ester COC(CNC(=O)C1=NC=C(C=C1O)C1=CC(=CC=C1)C=1N=NNN1)=O